FC=1C=C(C=C(C1N1C(C2(N3C1=NC=C3C)CC2)=O)F)NC(=O)C2=NC=CC=C2 N-[3,5-difluoro-4-(3'-methyl-6'-oxo-spiro[cyclopropane-1,5'-imidazo[1,2-a]imidazole]-7'-yl)phenyl]pyridine-2-carboxamide